N4-(sec-Butyl)-N2-(2-(1-(cyclopropylsulfonyl)-1H-pyrazol-4-yl)pyrimidin-4-yl)-5-(1-(2,2-difluoroethyl)-1H-pyrazol-3-yl)pyridine-2,4-diamine C(C)(CC)NC1=CC(=NC=C1C1=NN(C=C1)CC(F)F)NC1=NC(=NC=C1)C=1C=NN(C1)S(=O)(=O)C1CC1